FC1=C(CN2C(C3=NC=CN=C3C(=C2)C(=O)OC)=O)C(=CC(=C1)C=1C2=CN(N=C2C=CC1)C)F Methyl 6-(2,6-difluoro-4-(2-methyl-2H-indazol-4-yl)benzyl)-5-oxo-5,6-dihydropyrido[3,4-b]pyrazine-8-carboxylate